C(C1=CC=CC=C1)OC(N[C@@H]1[C@H]2C[C@@H]([C@@H](C1)C2)NC(=O)[C@@H]2OC1=CC=C(C=C1C(C2)=O)Cl)=O |&1:10,11,13,14| ((1RS,2SR,4RS,5SR)-5-((R)-6-chloro-4-oxochromane-2-carboxamido)bicyclo[2.2.1]hept-2-yl)carbamic acid benzyl ester